1-(4-(2-(3,4-dihydroxy-5-methoxyphenyl)-1H-benzo[d]imidazol-5-yl)piperazin-1-yl)pent-4-en-1-one OC=1C=C(C=C(C1O)OC)C1=NC2=C(N1)C=CC(=C2)N2CCN(CC2)C(CCC=C)=O